CC12CC3(CC(CC(C1)C3)C2)N 3-methyl-1-adamantanamine